FC=1C(=NC(=NC1)NC=1C=C(C=CC1)NC(C=C)=O)NC1=CC=C(C=C1)O[C@@H]1COCC1 (S)-N-(3-(5-fluoro-4-(4-(tetrahydrofuran-3-yloxy)phenylamino)pyrimidin-2-ylamino)phenyl)acrylamide